2-((6aS)-8-(1-(2-(piperidin-4-yloxy)ethyl)pyrrolidin-3-yl)-6,6a,7,8,9,10-hexahydro-5H-pyrazino[1',2':4,5]pyrazino[2,3-c]pyridazin-2-yl)phenol N1CCC(CC1)OCCN1CC(CC1)N1C[C@H]2N(C=3C(=NN=C(C3)C3=C(C=CC=C3)O)NC2)CC1